F[C@H]1[C@H](C1)C(=O)NC1=NC=NC(=C1)N1C(=NC=C1)NC=1C=NC(=CC1C)[C@@H](CC)O (1R,2R)-2-fluoro-N-(6-(2-((6-((R)-1-hydroxypropyl)-4-methylpyridin-3-yl)amino)-1H-imidazol-1-yl)pyrimidin-4-yl)cyclopropane-1-carboxamide